C1(CC1)N1C(N2C(C=C1C(F)(F)F)=NC(=C2)C=2N=C1N(C=CC=N1)C2S(=O)(=O)CC)=O 6-cyclopropyl-2-(3-ethylsulfonylimidazo[1,2-a]pyrimidin-2-yl)-7-(trifluoromethyl)imidazo[1,2-c]pyrimidin-5-one